N-(3-(5-(2-chloro-4-methoxyphenyl)-1H-pyrazolo[3,4-b]pyridine-3-carbonyl)-2-fluorophenyl)methanesulfonamide ClC1=C(C=CC(=C1)OC)C=1C=C2C(=NC1)NN=C2C(=O)C=2C(=C(C=CC2)NS(=O)(=O)C)F